α,α-dibromo-m-xylene BrC(C1=CC(=CC=C1)C)Br